ClC=1C=C2C(=CN(C2=CC1)CC)/C=C(/C(=O)N[C@H]1[C@H]2CC[C@@H](C1)N2C#N)\C (2E)-3-(5-chloro-1-ethyl-1H-indol-3-yl)-N-((1R,2R,4S)-7-cyano-7-azabicyclo[2.2.1]heptan-2-yl)-2-methyl-2-propenamide